(R)-6-acetyl-4-(4-fluorobenzyl)-8,8-dimethyl-2-(tetrahydrofuran-3-yl)-2,6,7,8-tetrahydro-1H-pyrrolo[2,3-e][1,2,4]triazolo[4,3-a]pyridin-1-one C(C)(=O)N1CC(C2=C1C=C(C=1N2C(N(N1)[C@H]1COCC1)=O)CC1=CC=C(C=C1)F)(C)C